NC=1C=NC=CC1N1CCC(CC1)CNC(OC(C)(C)C)=O tert-butyl ((1-(3-aminopyridin-4-yl)piperidin-4-yl)methyl)carbamate